BrC1=C(C(CC2=CC(=CC=C12)O)C)C=O 1-bromo-6-hydroxy-3-methyl-3,4-dihydronaphthalene-2-carbaldehyde